FC1=C(C=C(C=C1)NC(C)=O)C(=O)N1C[C@H](N([C@@H](C1)C)C(C1=C(C=C(C=C1)OC)F)=O)C N-(4-fluoro-3-((3R,5R)-4-(2-fluoro-4-methoxybenzoyl)-3,5-dimethylpiperazine-1-carbonyl)phenyl)acetamide